5-((2-fluorophenyl)amino)-3-(1H-indol-4-yl)pyridin-2(1H)-one FC1=C(C=CC=C1)NC=1C=C(C(NC1)=O)C1=C2C=CNC2=CC=C1